(((4-(2-butoxyphenyl)butan-2-yl)amino)methyl)cyclohexanol C(CCC)OC1=C(C=CC=C1)CCC(C)NCC1(CCCCC1)O